methyl (S)-(1-(4-fluoro-3-(trifluoromethyl)phenyl)cyclopropyl)((4-methylmorpholin-3-yl)methyl)carbamate FC1=C(C=C(C=C1)C1(CC1)N(C(OC)=O)C[C@@H]1N(CCOC1)C)C(F)(F)F